O[C@@H]1[C@H]2[C@@H]([C@H]([C@@H](C1)O2)C(=O)NC2=NC(=CC(=C2)C(F)(F)F)C)C2=CC(=CC=C2)C(F)(F)F |r| rac-(1r,2r,3s,4r,5s)-5-hydroxy-N-(6-methyl-4-(trifluoromethyl)pyridin-2-yl)-3-(3-(trifluoromethyl)phenyl)-7-oxabicyclo[2.2.1]heptane-2-carboxamide